COC1=CC=C2C=CC=C(C2=C1)CCN(C)C1CC1 (2-(7-methoxynaphthalen-1-yl)ethyl)-N-methylcyclopropylamine